Meta-dioxane O1COCCC1